NC1=NC=NN2C1=NC=C2C=2C=C(C=CC2C)S(=O)(=O)NCC2(CCOCC2)F 3-(4-aminoimidazo[2,1-f][1,2,4]triazin-7-yl)-N-((4-fluorotetrahydro-2H-pyran-4-yl)methyl)-4-methylbenzenesulfonamide